N-cyclopropyl-3-(difluoromethyl)-5-fluoro-N-(2-isopropyl-5-methyl-benzyl)-1-methyl-1H-pyrazole-4-carboxamide C1(CC1)N(C(=O)C=1C(=NN(C1F)C)C(F)F)CC1=C(C=CC(=C1)C)C(C)C